ClC=1C(=NC=C(C1)Cl)OC1CCC2(C(NC3=CC(=C(C=C23)C(=O)N)F)=O)CC1 4-((3,5-dichloropyridin-2-yl)oxy)-6'-fluoro-2'-oxospiro[cyclohexane-1,3'-indoline]-5'-carboxamide